4-((3-(2,3-difluoro-4-methoxyphenyl)imidazo[1,2-a]pyrazin-8-yl)amino)-2-ethyl-N-(piperidin-4-ylmethyl)benzamide formate C(=O)O.FC1=C(C=CC(=C1F)OC)C1=CN=C2N1C=CN=C2NC2=CC(=C(C(=O)NCC1CCNCC1)C=C2)CC